O[C@@H]1[C@@H](CCC1)N1C=C(C=C1)C(=O)OC cis-Methyl 1-[(1R,2S)-2-hydroxycyclopentyl]pyrrole-3-carboxylate